NC1=NC(=C2C=C(C(=NC2=C1C1=C(C=CC=C1)C)C1=C(C=CC=C1)F)Cl)N1[C@H](CN(CC1)C(=O)OC(C)(C)C)C tert-butyl (3S)-4-(7-amino-3-chloro-2-(2-fluorophenyl)-8-(o-tolyl)-1,6-naphthyridin-5-yl)-3-methylpiperazine-1-carboxylate